O(C1=CC=CC=C1)C1=CC(=C(C(=C1)C(C)C)SN=C=O)C(C)C 4-phenoxy-2,6-diisopropylphenylthioisocyanate